CCCCCCCCC(CCCCCCCC)OC(CCCCCCCC(CCCCCCCC)OC(CCCN(C)C)=O)=O 9-((4-(dimethylamino)butyryl)oxy)heptadecanoic acid heptadecan-9-yl ester